tert-butyl (6-(dibenzylamino)-5-nitropyridin-3-yl)(methyl)carbamate C(C1=CC=CC=C1)N(C1=C(C=C(C=N1)N(C(OC(C)(C)C)=O)C)[N+](=O)[O-])CC1=CC=CC=C1